4-(4-hydroxy-3-methoxyphenyl)-6-p-hydroxyphenyl-2-amino-3-cyanopyridine OC1=C(C=C(C=C1)C1=C(C(=NC(=C1)C1=CC=C(C=C1)O)N)C#N)OC